(8Z)-11-iodo-8-undecenylacetate ICC\C=C/CCCCCCCCC(=O)[O-]